3-(6-methylpyridin-3-yl)-5-oxo-1,2-oxazolidine-2-carboxylic acid tert-butyl ester C(C)(C)(C)OC(=O)N1OC(CC1C=1C=NC(=CC1)C)=O